3-[(dimethylamino)methyl]-N-(1-methylcyclopropyl)-4'-[(1-methylpyrazol-4-yl)(2H2)methyl]-5'-oxo-2'H-spiro[cyclobutane-1,1'-imidazo[1,2-a]quinazoline]-7'-sulfonamide CN(C)CC1CC2(CN=C3N2C2=CC=C(C=C2C(N3C([2H])([2H])C=3C=NN(C3)C)=O)S(=O)(=O)NC3(CC3)C)C1